[Si](C1=CC=CC=C1)(C1=CC=CC=C1)(C(C)(C)C)OCC=1OC=CN1 (((tert-butyldiphenylsilyl)oxy)methyl)oxazole